O=C1C(=CC(=NN1)CNC1CC(C1)C(=O)N1CCN(CC1)C1=C(C(=O)N)C=C(C=N1)C(F)(F)F)C(F)(F)F 2-(4-((1R,3R)-3-(((6-oxo-5-(trifluoromethyl)-1,6-dihydropyridazin-3-yl)methyl)amino)cyclobutane-1-carbonyl)piperazin-1-yl)-5-(trifluoromethyl)nicotinamide